N-(4-methylthiazol-2-yl)-1-(pyridin-4-ylmethyl)-1H-pyrrole-2-carboxamide CC=1N=C(SC1)NC(=O)C=1N(C=CC1)CC1=CC=NC=C1